tert-butyl (3-((3-carbamoyl-6-(ethyl(methyl)amino)-5-methylpyrazin-2-yl)amino)phenethyl)carbamate C(N)(=O)C=1C(=NC(=C(N1)C)N(C)CC)NC=1C=C(CCNC(OC(C)(C)C)=O)C=CC1